N-cyclopropyl-2-(difluoromethoxy)-6-methoxy-4-(6-tetrahydropyran-4-ylpyrazolo[1,5-a]pyrimidin-3-yl)benzamide C1(CC1)NC(C1=C(C=C(C=C1OC)C=1C=NN2C1N=CC(=C2)C2CCOCC2)OC(F)F)=O